(2-{1-[2-(2,6-dioxopiperidin-3-yl)-1,3-dioxoisoindol-5-yl]azetidin-3-yl}ethyl)(4-nitrophenyl) carbonate C(OC1=C(C=C(C=C1)[N+](=O)[O-])CCC1CN(C1)C=1C=C2C(N(C(C2=CC1)=O)C1C(NC(CC1)=O)=O)=O)([O-])=O